5-cyclopropyl-3-(4-((2,4-dimethoxybenzyl)amino)-1-isopropyl-1H-pyrazolo[4,3-c]pyridin-3-yl)isoxazole-4-carboxylic acid ethyl ester C(C)OC(=O)C=1C(=NOC1C1CC1)C1=NN(C2=C1C(=NC=C2)NCC2=C(C=C(C=C2)OC)OC)C(C)C